2,6-Diisopropyl-4-(4-methylpiperidin-1-yl)phenol C(C)(C)C1=C(C(=CC(=C1)N1CCC(CC1)C)C(C)C)O